ClC=1C2=C(C=NC1OCC1(CC1)NC(OC(C)(C)C)=O)CC(C2)C=O tert-Butyl N-[1-[(4-chloro-6-formyl-6,7-dihydro-5H-cyclopenta[c]pyridin-3-yl)oxymethyl]cyclopropyl]carbamate